[[2-[(2S,3R,6S)-2,3-dimethyl-6-phenyl-1-piperidyl]-2-oxo-acetyl]amino]pyridine-3-carboxamide C[C@@H]1N([C@@H](CC[C@H]1C)C1=CC=CC=C1)C(C(=O)NC1=NC=CC=C1C(=O)N)=O